CC=1SC2=C(N1)C=CC(=C2)C=2N=C1N(C(C2)=O)C=C(C=C1)OC1CCNCC1 2-(2-methyl-1,3-benzothiazol-6-yl)-7-(piperidin-4-yloxy)-4H-pyrido[1,2-a]pyrimidin-4-one